N[C@@]1(CN(CC1)C1=C(C=NC=C1C1=NC2=C(N1)C=CC=C2C)C(=O)N[C@H](C(F)(F)F)C)C 4-[(3S)-3-amino-3-methylpyrrolidin-1-yl]-5-(4-methyl-1H-1,3-benzodiazol-2-yl)-N-[(2S)-1,1,1-trifluoropropan-2-yl]pyridine-3-carboxamide